ethyl alpha-cyano-4-fluorocinnamate C(#N)C(C(=O)OCC)=CC1=CC=C(C=C1)F